C1(=CC=CC=C1)[Si](O[SiH](C)C)(O[SiH](C)C)C1=CC=CC=C1 3,3-diphenyl-1,1,5,5-tetramethyltrisiloxane